ClC=1C(=C(C=CC1)C=1SC=2C(N(CCC2N1)C)=O)C 2-(3-chloro-2-methylphenyl)-5-methyl-6,7-dihydrothiazolo[5,4-c]pyridin-4(5H)-one